BrC1=C(CBr)C=CC(=C1)Br 2,4-dibromobenzyl bromide